4-(Difluoromethoxy)-2-(6-(((1S,3S)-3-((5-methylpyrazin-2-yl)amino)cyclopentyl)amino)pyridin-3-yl)pyridazin-3(2H)-one FC(OC=1C(N(N=CC1)C=1C=NC(=CC1)N[C@@H]1C[C@H](CC1)NC1=NC=C(N=C1)C)=O)F